N-(4-((S*)-2-(2-chloropyridin-4-yl)propyl)-6-(((R)-1-hydroxy-4-methylpentan-2-yl)amino)-1,3,5-triazin-2-yl)methanesulfonamide ClC1=NC=CC(=C1)[C@H](CC1=NC(=NC(=N1)N[C@@H](CO)CC(C)C)NS(=O)(=O)C)C |o1:7|